methyl 4-((1-ethoxy-2-methyl-1-oxopropan-2-yl)oxy)-3-nitrobenzoate C(C)OC(C(C)(C)OC1=C(C=C(C(=O)OC)C=C1)[N+](=O)[O-])=O